tetrahydromethyl-pyrimidine ethyl-(2-(3-(5-((1-cyclopropyl-2,2,2-trifluoroethyl)carbamoyl)-1H-pyrazol-3-yl)phenyl)oxazole-5-carbonyl)-L-valinate C(C)N([C@@H](C(C)C)C(=O)O)C(=O)C1=CN=C(O1)C1=CC(=CC=C1)C1=NNC(=C1)C(NC(C(F)(F)F)C1CC1)=O.CN1CNCC=C1